1-(4-Cyanophenyl)-2,5-dimethyl-1H-pyrrole-3-carbonitrile C(#N)C1=CC=C(C=C1)N1C(=C(C=C1C)C#N)C